ClC1=CC=C(COC=2C=C(C=CC2)O)C=C1 3-((4-chlorobenzyl)oxy)phenol